2,2'-azino-bis-(3-ethyl-benzothiazoline) N(N=C1SC2=C(N1CC)C=CC=C2)=C2SC1=C(N2CC)C=CC=C1